(S)-1-((5-(5-(difluoromethyl)-1,3,4-oxadiazol-2-yl)pyridin-2-yl)methyl)-3-(1-ethylpiperidin-3-yl)-6-fluoro-5-(pyridin-4-yl)-1,3-dihydro-2H-benzo[d]imidazol-2-one FC(C1=NN=C(O1)C=1C=CC(=NC1)CN1C(N(C2=C1C=C(C(=C2)C2=CC=NC=C2)F)[C@@H]2CN(CCC2)CC)=O)F